Cl.F[C@H]1CNCC1 (3R)-3-fluoro-pyrrolidine hydrochloride